CC(C(C(=O)N1[C@@H](CCCC1)C(=O)O[C@H](CCC1=CC(=C(C=C1)OC)OC)C1=CC(=CC=C1)OCC(=O)OC(C)(C)C)=O)(CC)C [(1R)-1-[3-(2-tert-butoxy-2-oxo-ethoxy)phenyl]-3-(3,4-dimethoxyphenyl)propyl] (2S)-1-(3,3-dimethyl-2-oxo-pentanoyl)piperidine-2-carboxylate